[N+](=O)([O-])C=1C=C(C#N)C=C(C1)OC1=CC=C(C=C1)C(F)(F)F 3-Nitro-5-(4-(trifluoromethyl)phenoxy)benzonitrile